2-({4-[2-(4-Fluorophenyl)-4-oxo-1,3-thiazolidin-3-yl]-3-methylbenzoyl} oxy)ethyl pyridine-4-carboxylate N1=CC=C(C=C1)C(=O)OCCOC(C1=CC(=C(C=C1)N1C(SCC1=O)C1=CC=C(C=C1)F)C)=O